CS(=O)(=O)O[C@@H]1CN(CC1)C(=O)OCC1=CC=CC=C1 benzyl (S)-3-((methylsulfonyl)oxy)pyrrolidine-1-carboxylate